CN1N=CC(=C1)C=1N=CC=2N(C1)N=CC2C(=O)NC2=C(C=CC(=C2)C(NCCN2[C@H](CCC2)C)=O)C (S)-6-(1-methyl-1H-pyrazol-4-yl)-N-(2-methyl-5-((2-(2-methylpyrrolidin-1-yl)ethyl)carbamoyl)phenyl)pyrazolo[1,5-a]pyrazine-3-carboxamide